(1S,2S,3S,4R)-3-isopropylbicyclo[2.2.1]heptan-2-amine C(C)(C)[C@@H]1[C@H]([C@H]2CC[C@@H]1C2)N